BrC=1C=C(CNC2=C3N=CN(C3=NC(=N2)C#CC)C[C@@H]2SC[C@H]([C@H]2O)O)C=CC1 (2S,3R,4S)-2-((6-((3-bromobenzyl)amino)-2-(prop-1-yn-1-yl)-9H-purin-9-yl)methyl)tetrahydrothiophene-3,4-diol